FN=S(C1=CC=CC=C1)C1=CC=CC=C1 fluoro-diphenyl-sulfimide